acryloyloxypropyltris(2-methoxyethoxy)silane C(C=C)(=O)OCCC[Si](OCCOC)(OCCOC)OCCOC